(S)-1,1-diphenyl-1,2-propylene glycol C1(=CC=CC=C1)C([C@H](C)O)(C1=CC=CC=C1)O